O[C@@H]1[C@H]2[C@@H]([C@H]([C@@H](C1)O2)C(=O)NC2=CC(=CC(=C2)C(F)(F)F)C)C2=CC(=NN2C)C(F)(F)F |r| rac-(1r,2r,3s,4r,5s)-5-hydroxy-3-(1-methyl-3-(trifluoromethyl)-1H-pyrazol-5-yl)-N-(3-methyl-5-(trifluoromethyl)phenyl)-7-oxabicyclo[2.2.1]heptane-2-carboxamide